(3-(3-(2-methoxypyridin-3-yl)-1H-pyrazolo[3,4-b]pyrazin-6-yl)-7-(5-methylisoxazol-3-yl)-3-azabicyclo[4.1.0]heptan-7-yl)methanamine COC1=NC=CC=C1C1=NNC2=NC(=CN=C21)N2CC1C(C1CC2)(C2=NOC(=C2)C)CN